ClC=1C(=NC(=NC1)NC=1C=CC(=C2C=NN(C12)COCC[Si](C)(C)C)CO)C=1C=C(C2=C(N(C(=N2)C)C(C)C)C1)F (7-((5-chloro-4-(4-fluoro-1-isopropyl-2-methyl-1H-benzo[d]imidazol-6-yl)pyrimidin-2-yl)amino)-1-((2-(trimethylsilyl)ethoxy)methyl)-1H-indazol-4-yl)methanol